C(=C)N1C(CC(CC1=O)C)=O N-vinyl-β-methylglutarimide